2-bromo-1-(2',4'-difluoro-[1,1'-biphenyl]-2-yl)ethanone BrCC(=O)C1=C(C=CC=C1)C1=C(C=C(C=C1)F)F